C(C)(C)(C)OC(=O)N1CC2(C1)CCC(CC2)=O 7-oxo-2-azaspiro[3.5]nonane-2-carboxylic acid tert-butyl ester